N-(5-(((5-(tert-butyl)oxazol-2-yl)methyl)thio)thiazol-2-yl)-1'-((6-(2,4-dioxotetrahydropyrimidin-1(2H)-yl)pyridazin-3-yl)methyl)-[1,4'-bipiperidine]-4-carboxamide C(C)(C)(C)C1=CN=C(O1)CSC1=CN=C(S1)NC(=O)C1CCN(CC1)C1CCN(CC1)CC=1N=NC(=CC1)N1C(NC(CC1)=O)=O